5-[tert-butoxycarbonyl(methyl)amino]-4,5,6,7-tetrahydrobenzothiophene-3-carboxylic acid C(C)(C)(C)OC(=O)N(C1CCC2=C(C(=CS2)C(=O)O)C1)C